(R)-2-(3-(cyanomethyl)bicyclo[1.1.1]Pentane-1-yl)-3-oxohexahydroimidazo[1,5-a]Pyrazine-7(1H)-carboxylic acid tert-butyl ester C(C)(C)(C)OC(=O)N1C[C@@H]2N(CC1)C(N(C2)C21CC(C2)(C1)CC#N)=O